(R)-1-[7-(3-chloro-1-isopropyl-1H-indazol-5-ylmethoxy)-2H-chromen-3-ylmethyl]-pyrrolidine-3-carboxylic acid ClC1=NN(C2=CC=C(C=C12)COC1=CC=C2C=C(COC2=C1)CN1C[C@@H](CC1)C(=O)O)C(C)C